C(CCCCCCCCCCCCC)(=O)OC[C@@H](OC(C=CC=C\C=C/C=C\CCCCCCCCC)=O)COP(=O)([O-])OCC[N+](C)(C)C 1-tetradecanoyl-2-(6Z,9Z,12Z,15Z-octadecatetraenoyl)-sn-glycero-3-phosphocholine